(4-(tert-butoxycarbonyl)-3,4-dihydro-2H-benzo[b][1,4]oxazin-6-yl)-3-hydroxypropanoic acid C(C)(C)(C)OC(=O)N1C2=C(OCC1)C=CC(=C2)C(C(=O)O)CO